C(CCCCCCCC=CCC(CCCCCC)O)O octadeca-9-ene-1,12-diol